(5'S,7a'R)-1-(cinnoline-4-carbonyl)-5'-(3,5-difluorophenyl)-tetrahydro-3'H-spiro-[piperidine-4,2'-pyrrolo[2,1-b][1,3]-oxazol]-3'-one N1=NC=C(C2=CC=CC=C12)C(=O)N1CCC2(C(N3[C@H](O2)CC[C@H]3C3=CC(=CC(=C3)F)F)=O)CC1